CO[Si](C(C)C=1C(=C(C=CC1CC[SiH2]C(NCCC[Si](OCC)(OCC)OCC)NCCC[Si](OCC)(OCC)OCC)[SiH](C)C)[SiH](C)C)(OC)OC 1-Trimethoxysilylethyldimethylsilyl-4-bis(triethoxysilylpropylamino)methylsilylethyldimethylsilylbenzene